CN1N=CC(=C1)C1=CC(=C(C(=N1)NCC=1C=C2C=CC=NC2=CC1)[N+](=O)[O-])N 6-(1-methyl-1H-pyrazol-4-yl)-3-nitro-N2-(quinolin-6-ylmethyl)pyridine-2,4-diamine